N-(2-(2,6-dioxopiperidin-3-yl)-1-oxoisoindolin-5-yl)-2-methylbenzenesulfonamide O=C1NC(CCC1N1C(C2=CC=C(C=C2C1)NS(=O)(=O)C1=C(C=CC=C1)C)=O)=O